7-(2-[(2-hydroxyethyl)amino]ethyl)-guanine OCCNCCN1C=NC=2N=C(NC(C12)=O)N